C(C)(C)(C)[Si](C1=CC=CC=C1)(C1=CC=CC=C1)OCC1(CC1)C#C tert-butyl[(1-ethynylcyclopropyl)methoxy]diphenylsilane